Decaphene C1=CC=CC2=CC3=CC4=CC5=CC=C6C=C7C=C8C=C9C=C%10C=CC=CC%10=CC9=CC8=CC7=CC6=C5C=C4C=C3C=C12